Ethyl (S)-2-((S)-1-(pyrimidin-2-ylmethyl)pyrrolidine-2-carboxamido)-9-(5,6,7,8-tetrahydro-1,8-naphthyridin-2-yl)nonanoate N1=C(N=CC=C1)CN1[C@@H](CCC1)C(=O)N[C@H](C(=O)OCC)CCCCCCCC1=NC=2NCCCC2C=C1